2-([1,1'-biphenyl]-4-yl)-4-(4-(10-chloroanthracen-9-yl)phenyl)4-([1,1'-biphenyl]-4-yl)-6-(4-(10-chloroanthracen-9-yl)phenyl)-2-phenylpyrimidine C1(=CC=C(C=C1)C1(NC(=CC(N1)(C1=CC=C(C=C1)C1=CC=CC=C1)C1=CC=C(C=C1)C=1C2=CC=CC=C2C(=C2C=CC=CC12)Cl)C1=CC=C(C=C1)C=1C2=CC=CC=C2C(=C2C=CC=CC12)Cl)C1=CC=CC=C1)C1=CC=CC=C1